COC=1C=C(C=C2CN(C(C12)=O)C1C(NC(CC1)=O)=O)C1=CC(=CC=2N1C=NC2)CN2CCCC2 3-(7-methoxy-1-oxo-5-(7-(pyrrolidin-1-ylmethyl)imidazo[1,5-a]pyridin-5-yl)isoindolin-2-yl)piperidine-2,6-dione